1-(2,6-dichlorophenyl)ethan-1-ol ClC1=C(C(=CC=C1)Cl)C(C)O